3-(2-aminoethylamino)propyl-methyl-dimethoxysilane NCCNCCC[Si](OC)(OC)C